C1=C(C=CC2=CC=CC=C12)C=1NC(=C(N1)C1=CC=CC=C1)C1=CC=CC=C1 2-naphthyl-4,5-diphenylimidazole